CCC(C[Na])CCCC 2-2-ethylhexyl-sodium